2-[5-chloro-(2H)-benzotriazol-2-yl]-4-methyl-6-t-butylphenol ClC1=CC=2C(=NN(N2)C2=C(C(=CC(=C2)C)C(C)(C)C)O)C=C1